5-Methyl-N-((2S)-4-(2-methylpiperidin-1-yl)-1,4-dioxo(((S)-1-(5-phenyl-1H-imidazol-2-yl)ethyl)amino)butan-2-yl)isoxazole-3-carboxamide CC1=CC(=NO1)C(=O)N[C@H](C(=O)N[C@@H](C)C=1NC(=CN1)C1=CC=CC=C1)CC(=O)N1C(CCCC1)C